N[C@@H](CC(N)=O)C(=O)OC(C)(C)C tert-butyl L-asparaginate